ClC1=C(C=C(OCC(=O)NC23[C@H](CC(CC2)(CC3)C=3OC(=NN3)C3=CC(=C(C=C3)Cl)F)O)C=C1)F 2-(4-chloro-3-fluorophenoxy)-N-{(2S)-4-[5-(4-chloro-3-fluorophenyl)-1,3,4-oxadiazol-2-yl]-2-hydroxybicyclo[2.2.2]octane-1-yl}acetamide